C[C@]12[C@H](C(=O)N[C@]1(C(=O)O2)[C@H]([C@H]3CCCC=C3)O)CCCl The molecule is a salinosporamide in which the core (1R)-6-oxa-2-azabicyclo[3.2.0]heptane-3,7-dione skeleton is substituted at positions 1, 4, and 5 by (1S)-cyclohex-2-en-1-yl(hydroxy)methyl, 2-chloroethyl, and methyl groups, respectively (the 1R,4R,5S diastereoisomer). A potent proteasome inhibitor, it has attracted interest for potential use in the treatment of various cancers. It has a role as an antineoplastic agent and a proteasome inhibitor. It is a salinosporamide, an organochlorine compound, an organic heterobicyclic compound, a beta-lactone and a gamma-lactam.